S(=O)(=O)(C1=NNC=C1Cl)C1=NNC=C1Cl sulfonyl-bis(4-chloropyrazole)